allyl-(3-(3-aminophenyl)imidazo[1,2-a]pyridin-6-yl)carbamic acid tert-butyl ester C(C)(C)(C)OC(N(C=1C=CC=2N(C1)C(=CN2)C2=CC(=CC=C2)N)CC=C)=O